4-(4-(2,4-difluorobenzyloxy)-3-bromo-6-methyl-2-oxopyridin-1(2H)-yl)-N-methylbenzamide FC1=C(COC2=C(C(N(C(=C2)C)C2=CC=C(C(=O)NC)C=C2)=O)Br)C=CC(=C1)F